(3R,7aR)-3-(((tert-butyldiphenylsilyl)oxy)methyl)tetrahydro-1H-pyrrolizine [Si](C1=CC=CC=C1)(C1=CC=CC=C1)(C(C)(C)C)OC[C@H]1CCC2=CCCN12